C(C)(C)(C)C1=NN(C(=C1)NC(=O)NC1=C(C=C(C=C1)OC1=CC=NC=2NC(C=NC21)=O)OC)C2=CC=CC=C2 1-(3-(tert-butyl)-1-phenyl-1H-pyrazol-5-yl)-3-(2-methoxy-4-((3-keto-3,4-dihydropyrido[2,3-b]pyrazin-8-yl)oxy)phenyl)urea